CC1=NC2=CC=C(C=C2C(=C1)C1=CC=CC=C1)\C=C\C1=CC=CC=C1 (E)-2-methyl-4-phenyl-6-styrylquinoline